ClC=1C=CC(=C(CNS(=O)(=O)C2=CC=C(C=C2)OC(F)(F)F)C1)OC(F)F N-(5-chloro-2-(difluoromethoxy)benzyl)-4-(trifluoromethoxy)benzenesulfonamide